bis(1,2-dicyanodithiolene) palladium (II) [Pd+2].C(#N)S1S(C=CC1)C#N.C(#N)S1S(C=CC1)C#N